OCCC1COCOC1 5-hydroxyethyl-1,3-dioxane